[Si](C)(C)(C(C)(C)C)OC1CC2(N(C=3C=4C(=NC(=C(C4N=C(N3)SC)F)Cl)OCC2)C)C1 3-((tert-butyldimethylsilyl)oxy)-5'-chloro-4'-fluoro-11'-methyl-2'-(methylthio)-8',9'-dihydro-11'H-7'-oxa-1',3',6',11'-tetraazaspiro[cyclobutane-1,10'-cycloocta[de]naphthalen]